1-({4-[5-(trifluoromethyl)-1,2,4-oxadiazol-3-yl]phenyl}methyl)piperidin-2-one FC(C1=NC(=NO1)C1=CC=C(C=C1)CN1C(CCCC1)=O)(F)F